ClC1=CC=C(C=C1)C(N1C[C@@H](N(C[C@H]1C)C1=C2N=C(N(C2=NC(=N1)NN)C[C@H]1OCCC1)C)C)C1=CC=C(C=C1)Cl 6-((2S,5R)-4-(bis(4-chlorophenyl)methyl)-2,5-dimethylpiperazin-1-yl)-2-hydrazineyl-8-methyl-9-(((S)-tetrahydrofuran-2-yl)methyl)-9H-purine